NCCN1C(N(C=C(C1=O)C1=C(C(=CC=C1)Cl)Cl)CC(N1CCC(CC1)N1C(NC2=C(CC1)C=CC=C2)=O)=O)=O 3-(2-amino-ethyl)-5-(2,3-dichloro-phenyl)-1-{2-oxo-2-[4-(2-oxo-1,2,4,5-tetrahydro-benzo[d][1,3]diazepin-3-yl)-piperidin-1-yl]-ethyl}-1H-pyrimidine-2,4-dione